6-((1H-pyrazolo[3,4-b]pyridin-5-yl)methyl)-N-(3-fluoro-5-(trifluoromethoxy)phenyl)-4,5,6,7-tetrahydrothieno[2,3-c]pyridine-3-carboxamide N1N=CC=2C1=NC=C(C2)CN2CC1=C(CC2)C(=CS1)C(=O)NC1=CC(=CC(=C1)OC(F)(F)F)F